5-(benzyloxy)-4-(4-((tetrahydrofuran-3-yl) amino) isoindoline-2-carbonyl)-1,3-phenylenebis(4-toluenesulfonate) C(C1=CC=CC=C1)OC=1C(=C(C=C(C1)CC1=CC=C(C=C1)S(=O)(=O)[O-])CC1=CC=C(C=C1)S(=O)(=O)[O-])C(=O)N1CC2=CC=CC(=C2C1)NC1COCC1